O=C1N(C(C2=CC=CC=C12)=O)C[C@H](C(C)C)N1CC2(C1)CN(CC2)C=2N=CN=NC2OC2=C(C(=O)N(C(C)C)CC)C=C(C=C2)F (S)-2-((5-(2-(1-(1,3-dioxoisoindolin-2-yl)-3-methylbutan-2-yl)-2,6-diazaspiro[3.4]octan-6-yl)-1,2,4-triazin-6-yl)oxy)-N-ethyl-5-fluoro-N-isopropylbenzamide